5'-(2-(((1r,4r)-4-acetamidocyclohexyl)amino)-1-phenylethyl)-2'-chloro-4',6-difluoro-5-(2-methoxyethoxy)-[1,1'-biphenyl]-2-carboxamide C(C)(=O)NC1CCC(CC1)NCC(C1=CC=CC=C1)C=1C(=CC(=C(C1)C=1C(=CC=C(C1F)OCCOC)C(=O)N)Cl)F